4-nitro-2-ethylbenzene [N+](=O)([O-])C1=CC(=CC=C1)CC